2-(8-cyanonaphthalen-1-yl)-1-fluoro-5-methyl-12-(methylsulfinyl)-5a,6,7,8,9,10-hexahydro-5H-4-oxa-3,10a,11,13,14-pentaaza-6,9-methanonaphtho[1,8-ab]heptalene-14-carboxylate C(#N)C=1C=CC=C2C=CC=C(C12)C=1C(=C2N=C(N=C3C2=C(OC(C2C4CCC(CN32)N4C(=O)[O-])C)N1)S(=O)C)F